(1r,3r)-3-(Methylcarbamoyl)cyclobutyl (8-amino-7-fluoro-6-(8-methyl-2,3-dihydro-1H-pyrido[2,3-b][1,4]oxazin-7-yl)isoquinolin-3-yl)carbamate NC=1C(=C(C=C2C=C(N=CC12)NC(OC1CC(C1)C(NC)=O)=O)C1=C(C2=C(OCCN2)N=C1)C)F